P(O)(O)OC1=C(C=CC=C1)SC1=C(C=CC=C1)O thiobisphenol phosphite